rac-(R)-1-(6-((4-Hydroxy-2-(((6-methyl-1,2,4-triazin-3-yl)amino)methyl)butyl)amino)pyridin-3-yl)-3-methyl-1,3-dihydro-2H-benzo[d]imidazol-2-one OCC[C@H](CNC1=CC=C(C=N1)N1C(N(C2=C1C=CC=C2)C)=O)CNC=2N=NC(=CN2)C |r|